thiopropionyl-L-valyl-L-alanyl-amide C(CC)(=S)N[C@@H](C(C)C)C(=O)N[C@@H](C)C(=O)[NH-]